(+)-7-amino-5-((2-(1-(2-(hydroxymethyl)cyclobutyl)-1H-pyrazol-3-yl)ethyl)amino)-2,3-dimethylpyrazolo[1,5-a]pyrimidine-6-carbonitrile NC1=C(C(=NC=2N1N=C(C2C)C)NCCC2=NN(C=C2)C2C(CC2)CO)C#N